5-chloro-1,3,4-thiadiazole-2-amine ClC1=NN=C(S1)N